C[C@@H]1CN(CC2N1CC[C@H](C2)C=2C=NC(=CC2)N2CCNCC2)C2=C1C=CC=NC1=C(C=C2)C#N 5-[(4R,8R)-4-methyl-8-(6-piperazin-1-yl-3-pyridinyl)-1,3,4,6,7,8,9,9a-octahydropyrido[1,2-a]pyrazin-2-yl]quinoline-8-carbonitrile